BrC1=CC=CC(=N1)C1(C(OCC1)=O)C (6-bromopyridin-2-yl)-3-methyldihydrofuran-2(3H)-one